FC(OC1=CC2=C(N=C(O2)C=2C(=C(C=CC2)C2=C(C(=CC=C2)C2=CC=C(C=C2)C2NCCC2)C)C)C=C1CN1[C@@H](CCC1)C(=O)O)F ((6-(difluoromethoxy)-2-(2,2'-dimethyl-4''-(pyrrolidin-2-yl)-[1,1':3',1''-terphenyl]-3-yl)benzo[d]oxazol-5-yl)methyl)-L-proline